2-(2-methylbutan-2-yl)phenol CC(C)(CC)C1=C(C=CC=C1)O